serinethiol N[C@@H](CO)CS